3,3-dibutyl-7-(dimethylamino)-4-hydroxy-5-(4-methoxyphenyl)-2,3,4,5-tetrahydrobenzo[b]thiepine 1,1-dioxide C(CCC)C1(C(C(C2=C(S(C1)(=O)=O)C=CC(=C2)N(C)C)C2=CC=C(C=C2)OC)O)CCCC